N-{[2-(cyclopropylmethoxy)phenyl]methyl}-5-{2-acetamidoimidazo[1,2-b]pyridazin-6-yl}pyridine-3-carboxamide C1(CC1)COC1=C(C=CC=C1)CNC(=O)C=1C=NC=C(C1)C=1C=CC=2N(N1)C=C(N2)NC(C)=O